4-methoxy-1-(oxetan-2-yl)-1H-benzo[d]imidazole-6-carboxylic acid COC1=CC(=CC=2N(C=NC21)C2OCC2)C(=O)O